ClC1=CC=C(C=C1)C=1N=C2N(C=CC=C2)C1CN1C2CN(C(C1)CC2)C(=O)C2CCCC2 (5-{[2-(4-chlorophenyl)imidazo[1,2-a]pyridin-3-yl]methyl}-2,5-diazabicyclo[2.2.2]oct-2-yl)-(cyclopentyl)methanone